O=C1NC(CCC1N1C(C2=CC=C(C=C2C1=O)OCCCCC(=O)OC(C)(C)C)O)=O tert-butyl 5-((2-(2,6-dioxopiperidin-3-yl)-1-hydroxy-3-oxoisoindolin-5-yl)oxy)pentanoate